methoxysuccinic acid dineopentyl ester C(C(C)(C)C)OC(C(CC(=O)OCC(C)(C)C)OC)=O